1-(2-(methylsulfonyl)phenyl)ethan-1-one CS(=O)(=O)C1=C(C=CC=C1)C(C)=O